C1OCC12CCC(CC2)C(=O)OC(C)(C)C Tert-butyl 2-oxaspiro[3.5]nonane-7-carboxylate